(S)-1-(o-trifluoromethylphenyl)ethan-1-amine hydrochloride Cl.FC(C1=C(C=CC=C1)[C@H](C)N)(F)F